6-((S)-2-methyl-pyrrolidine-1-carbonyl)-3,4-dihydro-1H-pyrrolo[2,1-c][1,4]oxazine-8-carboxylic acid [(R)-1-(3,5-dichloro-pyridin-4-yl)-propyl]-amide ClC=1C=NC=C(C1[C@@H](CC)NC(=O)C=1C=C(N2C1COCC2)C(=O)N2[C@H](CCC2)C)Cl